(rac)-((1s,3s)-3-Hydroxy-3-methylcyclobutyl)(6-(4-(trifluoromethyl)benzyl)-2-azaspiro[3.4]octan-2-yl)methanon OC1(CC(C1)C(=O)N1CC2(C1)C[C@H](CC2)CC2=CC=C(C=C2)C(F)(F)F)C |r|